3-fluoro-4,6-dinitrophenoxyacetic acid isopropyl ester C(C)(C)OC(COC1=CC(=C(C=C1[N+](=O)[O-])[N+](=O)[O-])F)=O